trimethylsilyl-diethanolamine C[Si](C)(C)N(CCO)CCO